1-Undecyl-3-propylpyrrolidinium triflate [O-]S(=O)(=O)C(F)(F)F.C(CCCCCCCCCC)[NH+]1CC(CC1)CCC